2-(cyclopropyl(1-((2-(trimethylsilyl)ethoxy)methyl)-1H-benzo[d]imidazol-5-yl)methyl)isoindoline-1,3-dione C1(CC1)C(N1C(C2=CC=CC=C2C1=O)=O)C1=CC2=C(N(C=N2)COCC[Si](C)(C)C)C=C1